ClC=1C(=NC(=NC1)NC1=C(C=C(C(=C1)C)C=1C[C@@H](N[C@@H](C1)C)C)OC(C)C)NC1=C(C=CC=C1)S(=O)(=O)C(C)C 5-chloro-N2-(4-((cis)-2,6-dimethyl-1,2,3,6-tetrahydro-pyridin-4-yl)-2-isopropoxy-5-methylphenyl)-N4-(2-(isopropylsulfonyl)phenyl)pyrimidine-2,4-diamine